2-fluoro-N,N-dimethylpyridine-4-amine FC1=NC=CC(=C1)N(C)C